NC1=C(CNC(C2=CC(=C(C(=O)NC3=CC(=C(C=C3)Cl)C3=NC=CC=C3)C=C2)Cl)=O)C=CC=C1 N4-(2-aminobenzyl)-2-chloro-N1-(4-chloro-3-(pyridin-2-yl)phenyl)terephthalamide